racemic-(3S,4R)-1-benzyl-4-(2-methoxypyridin-3-yl)pyrrolidine-3-carbonitrile C(C1=CC=CC=C1)N1C[C@H]([C@@H](C1)C=1C(=NC=CC1)OC)C#N |r|